(6-(2-(1-cyclopropylethyl)-7-(difluoromethoxy)-1-oxoisoindolin-5-yl) imidazo[1,2-a]pyridin-2-yl) carbamate C(N)(OC=1N=C2N(C=C(C=C2)C=2C=C3CN(C(C3=C(C2)OC(F)F)=O)C(C)C2CC2)C1)=O